CC=1N=NN(C1COC=1C=C2CCN(CC2=CN1)C(=O)OC(C)(C)C)C=1C=NC(=CC1)C(F)(F)F tert-butyl 6-({4-methyl-1-[6-(trifluoromethyl) pyridin-3-yl]-1H-1,2,3-triazol-5-yl} methoxy)-1,2,3,4-tetrahydro-2,7-naphthyridine-2-carboxylate